CC1=C(C=CC=C1)C(Br)(C1=C(C=CC=C1)C)C1=C(C=CC=C1)C tri(methylphenyl)bromomethane